5-chloro-4-(cyclopentylmethoxy)-2-fluoro-N-((quinolin-6-ylmethyl)sulfonyl)benzamide ClC=1C(=CC(=C(C(=O)NS(=O)(=O)CC=2C=C3C=CC=NC3=CC2)C1)F)OCC1CCCC1